tantalum niobium potassium bismuth lithium [Li].[Bi].[K].[Nb].[Ta]